(2R,3S,3aR,4aS,7R,8aR,9S,9aS)-3-((diisopropyl(methoxy)silyl)oxy)-2-((2,2-dimethyl-1,3-dioxolan-4-yl)methyl)-9-hydroxydecahydrofuro[3,2-b]pyrano[2,3-e]pyran-7-ylethyl pivalate C(C(C)(C)C)(=O)OCC[C@H]1CC[C@H]2[C@@H]([C@@H]([C@H]3[C@@H](O2)[C@H]([C@H](O3)CC3OC(OC3)(C)C)O[Si](OC)(C(C)C)C(C)C)O)O1